FC(C1=NN=C(S1)N1C(NC2=C1C=CC(=C2)F)=O)F 1-[5-(difluoromethyl)-1,3,4-thiadiazol-2-yl]-5-fluoro-3H-1,3-benzodiazol-2-one